COC(=O)C1(N(CCC1)C(=O)OCC1=CC=CC=C1)CCC=C 2-(but-3-en-1-yl)pyrrolidine-1,2-dicarboxylic acid benzyl 2-methyl ester